C(C)(C)(C)OC(=O)N1C(CNCC1=O)(C)C.C1(CC1)N1CC(N(C(C1)C1=CC=CC=C1)C(=O)NCCCCC1=CC=CC=C1)(C)C 4-Cyclopropyl-2,2-dimethyl-6-phenyl-N-(4-phenylbutyl)piperazine-1-carboxamide tert-Butyl-2,2-dimethyl-6-oxopiperazine-1-carboxylate